(3-((3-chloro-6-((1-methyl-1H-pyrazol-4-yl) amino) pyrazin-2-yl) oxy) phenyl) carbamate C(N)(OC1=CC(=CC=C1)OC1=NC(=CN=C1Cl)NC=1C=NN(C1)C)=O